N-(5-((2-(3-oxa-8-azabicyclo[3.2.1]octan-8-yl)pyrimidin-5-yl)oxy)thiazol-2-yl)-3-methoxybicyclo[1.1.1]pentane-1-carboxamide C12COCC(CC1)N2C2=NC=C(C=N2)OC2=CN=C(S2)NC(=O)C21CC(C2)(C1)OC